FC(C=1NN=CC1C1=CC=C2C(=N1)NC(=C2)C(=O)OC)(F)F methyl 6-[3-(trifluoromethyl)-2H-pyrazol-4-yl]-1H-pyrrolo[2,3-b]pyridine-2-carboxylate